6-(tert-butoxy)hexyldichlorodichloro(methyl)silane C(C)(C)(C)OCCCCCC[Si](C(Cl)Cl)(Cl)Cl